(2-(3-(3-bromophenyl)-5-(cyclopropylmethyl)-4-(3-fluoro-4-sulfamoylbenzyl)-1H-pyrazol-1-yl)thiazol-4-yl)boronic acid BrC=1C=C(C=CC1)C1=NN(C(=C1CC1=CC(=C(C=C1)S(N)(=O)=O)F)CC1CC1)C=1SC=C(N1)B(O)O